3-(((2-chloro-[1,1'-biphenyl]-4-yl)methyl)amino)-N-(3-((6-(3-methyl-4H-1,2,4-triazol-4-yl)-1H-indazol-4-yl)amino)propyl)propanamide ClC1=C(C=CC(=C1)CNCCC(=O)NCCCNC1=C2C=NNC2=CC(=C1)N1C(=NN=C1)C)C1=CC=CC=C1